BrC1=CC(=C(C=C1Cl)[C@H](N[S@@](=O)C(C)(C)C)C1CCNCC1)OC (S)-N-[(R)-(4-bromo-5-chloro-2-methoxyphenyl)(piperidin-4-yl)methyl]2-methylpropane-2-sulfinamide